chlorodifluoroethane C(C(F)F)Cl